CNCC=1NC=CC(C1)=O 2-((methylamino)methyl)pyridin-4(1H)-one